N'-hydroxy-4-nitro-3-(oxetan-2-ylmethylamino)benzamidine ON=C(C1=CC(=C(C=C1)[N+](=O)[O-])NCC1OCC1)N